ClC=1C=CC(=C(C1)C1=C2C(=NC(=C1)C)C(=CS2)C(=O)OC)OCCN2C(=NC1=C(C2=O)CN(CC1)C)C methyl 7-[5-chloranyl-2-[2-[2,6-di(methyl)-4-oxidanylidene-7,8-dihydro-5H-pyrido[4,3-d]pyrimidin-3-yl]ethoxy]phenyl]-5-methyl-thieno[3,2-b]pyridine-3-carboxylate